FC=1C=C(OC[C@@H]2[C@H](CCC2)N)C=CC1F (1S,2S)-2-((3,4-difluorophenoxy)methyl)cyclopentan-1-amine